N1C=C(C=2C1=NC=CC2)C=2SC=C(N2)C=2C=C(C=CC2)[C@@]2(COC1=C2C=CN=C1)O (R)-3-(3-(2-(1H-Pyrrolo[2,3-b]pyridin-3-yl)thiazol-4-yl)phenyl)-2,3-dihydrofuro[3,2-d]pyridin-3-ol